CC1(CCC(CC1)NC1=NN2C(C=N1)=C(C=C2)C=2C=C1C(=NC2)N=C(N1C1CCOCC1)C)NC 1,N1-dimethyl-N4-(5-(2-methyl-1-(tetrahydro-2H-pyran-4-yl)-1H-imidazo[4,5-b]pyridin-6-yl)pyrrolo[2,1-f][1,2,4]triazin-2-yl)cyclohexane-1,4-diamine